tert-butyl 6-[2-[(2S)-4-[6-(5-isopropoxy-1H-indazol-3-yl)pyrimidin-4-yl]-2-methyl-piperazin-1-yl] ethyl]-2,6-diazaspiro[3.3]heptane-2-carboxylate C(C)(C)OC=1C=C2C(=NNC2=CC1)C1=CC(=NC=N1)N1C[C@@H](N(CC1)CCN1CC2(CN(C2)C(=O)OC(C)(C)C)C1)C